CC1=C(C(=CC(=C1)C#N)C)O (l)-2,6-dimethyl-4-cyanophenol